3-(2-chloro-4'-((4-(difluoromethyl)pyrimidin-2-yl)methyl)-[1,1'-biphenyl]-3-yl)piperidine-2,6-dione ClC1=C(C=CC=C1C1C(NC(CC1)=O)=O)C1=CC=C(C=C1)CC1=NC=CC(=N1)C(F)F